4-fluoro-4-(4-(3-methyl-2,6-dioxopiperidin-3-yl)phenyl)piperidine-1-carboxylate FC1(CCN(CC1)C(=O)[O-])C1=CC=C(C=C1)C1(C(NC(CC1)=O)=O)C